FC=1C=C(COC=2C=C3N(C(N2)=O)CC2N3CCN(C2)C)C=C(C1OC1=CC(=NC=C1)C(F)(F)F)F 7-((3,5-Difluoro-4-((2-(trifluoromethyl)pyridin-4-yl)oxy)benzyl)oxy)-2-methyl-3,4,11,11a-tetrahydro-1H-pyrazino[1',2':3,4]imidazo[1,2-c]pyrimidin-9(2H)-one